CO[C@H](C(=O)N[C@H](C(=O)O)CCN(CCCCC1=NC=2NCCCC2C=C1)CCOC1=CC=CC=C1)C1=CC=CC=C1 (S)-2-((S)-2-methoxy-2-phenylacetamido)-4-((2-phenoxyethyl)(4-(5,6,7,8-tetrahydro-1,8-naphthyridin-2-yl)butyl)amino)butanoic acid